FC(C)(F)C1=NC(=CC(=N1)NC1=CC(=NC=C1OC)NC(C)=O)C=1C=C(C=2N(C1)C=C(N2)C)OC N-(4-((2-(1,1-difluoroethyl)-6-(8-methoxy-2-methylimidazo[1,2-a]pyridin-6-yl)pyrimidin-4-yl)amino)-5-methoxypyridin-2-yl)acetamide